C(CCC)OC([C@@H](NC(=O)OCC1=CC=CC=C1)C)=O ((benzyloxy)carbonyl)-L-alanine butyl ester